1-fluoro-5-[4-[(3S)-1-(3-fluoropropyl)pyrrolidin-3-yl]oxyphenyl]-6-[4-fluoro-2-(trifluoromethyl)phenyl]-8,9-dihydro-7H-benzo[7]annulen-2-ol FC1=C(C=CC2=C1CCCC(=C2C2=CC=C(C=C2)O[C@@H]2CN(CC2)CCCF)C2=C(C=C(C=C2)F)C(F)(F)F)O